C1(CC1)C1=NN(C=N1)C1CC2(CN(C2)C(=O)N2CC(C2)N2N=CC(=C2)OC(C(F)(F)F)C)C1 [6-(3-cyclopropyl-1,2,4-triazol-1-yl)-2-azaspiro[3.3]heptan-2-yl]-[3-[4-(2,2,2-trifluoro-1-methyl-ethoxy)pyrazol-1-yl]azetidin-1-yl]methanone